5-{2-amino-[1,2,4]triazolo[1,5-a]pyridin-7-yl}-N-(2-hydroxy-3-phenylpropyl)-2,6-dimethylpyridine-3-carboxamide NC1=NN2C(C=C(C=C2)C=2C=C(C(=NC2C)C)C(=O)NCC(CC2=CC=CC=C2)O)=N1